ClC=1C=C(C=CC1S(=O)(=O)C1CC1)C1=NC=CC2=C1C(=NN2)C2CC2 4-(3-chloro-4-(cyclopropylsulfonyl)phenyl)-3-cyclopropyl-1H-pyrazolo[4,3-c]pyridine